NC(C)(C)C=1C=CC(=C(OCCOCCOCCOCCOCCOCC(=O)OCC2=CC=CC=C2)C1)C benzyl 17-(5-(2-aminopropan-2-yl)-2-methylphenoxy)-3,6,9,12,15-pentaoxaheptadecanoate